N-(5-methyl-4-(4-(4-methylpiperazin-1-yl)piperidin-1-yl)-2,3-dihydrobenzofuran-7-yl)acetamide CC=1C=C(C2=C(CCO2)C1N1CCC(CC1)N1CCN(CC1)C)NC(C)=O